FC1=C2C(NC(=NC2=CC(=C1)OC[C@H]1OCCC1)CSC1CCOCC1)=O (s)-5-fluoro-2-(((tetrahydro-2H-pyran-4-yl)thio)methyl)-7-((tetrahydrofuran-2-yl)methoxy)quinazolin-4(3H)-one